C1CC12CCN(CC2)CC2=CC(=NC=C2)C=2C=C1CN(C(C1=CC2)=O)C2C(NC(CC2)=O)=O 3-(5-(4-((6-azaspiro[2.5]oct-6-yl)methyl)pyridin-2-yl)-1-oxoisoindolin-2-yl)piperidine-2,6-dione